CSCC=1C=C(C=CC1)NC1=NC2=CC=CC=C2C=N1 N-(3-((methyl-Thio)methyl)phenyl)quinazolin-2-amine